(S)-4-(2,3-dichloro-6-hydroxyphenyl)-1-(3-methylisothiazol-5-yl)pyrrolidin-2-one ClC1=C(C(=CC=C1Cl)O)[C@@H]1CC(N(C1)C1=CC(=NS1)C)=O